4-(4-methyl-6-((5-methyl-1H-pyrazol-3-yl)amino)pyrimidine-2-yl)piperazine-1-carboxylic acid tert-butyl ester C(C)(C)(C)OC(=O)N1CCN(CC1)C1=NC(=CC(=N1)C)NC1=NNC(=C1)C